The molecule is an ammonium ion resulting from the protonation of the nitrogen atom of iminodiacetate. The major species at pH 7.3. It is an ammonium ion derivative and a dicarboxylic acid dianion. It is a conjugate acid of an iminodiacetate. C(C(=O)[O-])[NH2+]CC(=O)[O-]